C(CCCCCCC\C=C/C#CC=C)=O (9Z)-9,13-tetradecadiene-11-ynal